1-(5-fluoro-4-(4-fluorophenyl)pyrimidin-2-yl)-N-(4-methyl-1-azabicyclo[3.2.2]non-4-yl)piperidine-4-carboxamide FC=1C(=NC(=NC1)N1CCC(CC1)C(=O)NC1(CCN2CCC1CC2)C)C2=CC=C(C=C2)F